3-(2,2-dimethylpyrrolidin-1-yl)-N-(6-methyl-5-nitropyridin-3-yl)propanamide CC1(N(CCC1)CCC(=O)NC=1C=NC(=C(C1)[N+](=O)[O-])C)C